FC=1C=C(CN2CN(CC=3N=C(N=NC32)C3=CC=C(C=C3)OCCCN3CCCCC3)C)C=CC1F 8-(3,4-difluorobenzyl)-6-methyl-3-(4-(3-(piperidin-1-yl)propoxy)phenyl)pyrimido[5,4-e][1,2,4]triazin